CC1=C(C=C(C=C1)NC(CC1OCCCCC1)=O)NC1=NC=CC=C1C1=C2N=CN(C2=NC=N1)C1OCCCC1 N-(4-methyl-3-((3-(9-(tetrahydro-2H-pyran-2-yl)-9H-purin-6-yl)pyridin-2-yl)amino)phenyl)-2-(oxepan-2-yl)acetamide